fluorophenylene ether FC1=C2C(=CC=C1)O2